C(C)C1=C(C=CC=C1)NS(=O)(=O)C1=CC=2C(=NC(N2)=O)C=C1 N-(2-ethylphenyl)-2-oxo-benzimidazole-5-sulfonamide